N1C(=NC2=C1C=CC=C2)C2=CC(=NN2CC2=CC=C(C=C2)OC)N2CC=CC=C2N2CCC(CC2)N(C)C N-[5-(1H-benzimidazol-2-yl)-1-[(4-methoxyphenyl)methyl]-pyrazol-3-yl]-6-[4-(dimethylamino)-1-piperidyl]pyridine